ethyl 2'-([(2S)-1,4-dioxan-2-yl]methyl)-8'-methyl-2',5'-dihydrospiro[cyclobutane-1,4'-furo[2,3-g]indazole]-7'-carboxylate O1[C@H](COCC1)CN1N=C2C3=C(CC4(C2=C1)CCC4)OC(=C3C)C(=O)OCC